FC=1C(=C(C=CC1F)[C@H]1[C@@H](O[C@](C1)(C(F)(F)F)C)C(=O)NC1=CC(=NC=C1)C(=O)OC)OC |r| Methyl rac-(2R,3S,5R)-4-[[3-(3,4-difluoro-2-methoxy-phenyl)-5-methyl-5-(trifluoromethyl)tetrahydrofuran-2-carbonyl]amino]pyridine-2-carboxylate